[2H3]-acrylamide C(C(=C([2H])[2H])[2H])(=O)N